N-(1-amino-4b-hydroxy-7-((1S,2R)-2-methylcyclopropyl)-10-oxo-4b,10-dihydro-9bH-indeno[1,2-b]benzofuran-9b-yl)-3-methyl-5-((4-methylpiperazin-1-yl)sulfonyl)-1H-pyrrole-2-carboxamide NC1=C2C(C3(C(OC4=C3C=CC(=C4)[C@@H]4[C@@H](C4)C)(C2=CC=C1)O)NC(=O)C=1NC(=CC1C)S(=O)(=O)N1CCN(CC1)C)=O